Cl.NCC=1C=C(C=CC1F)C1=C2C=CC(NC2=NC=C1)=O 5-(3-(aminomethyl)-4-fluorophenyl)-1,8-naphthyridin-2(1H)-one hydrochloride